CC1(N(C(CCC1)(C)C)SC1=CC=CC=C1)C 2,2,6,6-tetramethyl-1-(phenylthio)piperidin